(S)-5-oxopyrrolidine-1,2-dicarboxylic acid di-tert-butyl ester C(C)(C)(C)OC(=O)N1[C@@H](CCC1=O)C(=O)OC(C)(C)C